3-(4-bromophenyl)-3,8-diazabicyclo[3.2.1]octane-8-carboxylic acid tert-butyl ester C(C)(C)(C)OC(=O)N1C2CN(CC1CC2)C2=CC=C(C=C2)Br